COCCC(=O)N(CCCC)CCCC 3-methoxy-N,N-dibutylpropionamide